N-(1-((4-fluorophenyl)sulfonyl)-1,2,3,4-tetrahydroquinolin-7-yl)thiophene-2-sulfonamide ethyl-(2S,3S)-3-(4-bromothiazol-2-yl)-2-(benzhydrylamino)-3-hydroxypropionate C(C)OC([C@H]([C@H](O)C=1SC=C(N1)Br)NC(C1=CC=CC=C1)C1=CC=CC=C1)=O.FC1=CC=C(C=C1)S(=O)(=O)N1CCCC2=CC=C(C=C12)NS(=O)(=O)C=1SC=CC1